CC(C)(C)[Si](O[C@@H]1[C@@H](CC[C@@H](C1)C(N(C)OC)=O)NC(OC(C)(C)C)=O)(C)C 1,1-dimethylethyl N-[(1R,2S,4S)-2-[1,1-dimethylethyl(dimethyl)silyl]oxy-4-[methoxy(methyl)carbamoyl]cyclohexyl]carbamate